C(C1=CC=CC=C1)N1C([C@@](CC1=O)(C)[C@@H]1N(CCC1)C(=O)OC(C)(C)C)=O tert-butyl (2R)-2-[(3R)-1-benzyl-3-methyl-2,5-dioxo-pyrrolidin-3-yl]pyrrolidine-1-carboxylate